5-(2-(2-chloro-3-fluorophenyl)pyrrolidin-1-yl)-N-((R,E)-4-(methylsulfonyl)but-3-en-2-yl)pyrazine-2-carboxamide ClC1=C(C=CC=C1F)C1N(CCC1)C=1N=CC(=NC1)C(=O)N[C@H](C)\C=C\S(=O)(=O)C